O1C(OCC1)C1=C(C=C(C=C1)F)[Si](OCC)(OCC)OCC (2-(1,3-dioxolane-2-yl)-5-fluorophenyl)triethoxysilane